Cl.Cl.N[C@H](C(=O)OCC1=CC(=NC(=C1)Cl)Cl)CC=1C=NC(=CC1)N1CCCC1 (2,6-Dichloropyridin-4-yl)methyl (S)-2-amino-3-(6-(pyrrolidin-1-yl)pyridin-3-yl)propanoate dihydrochloride